3,4-dihydroxybenzophenone OC=1C=C(C(=O)C2=CC=CC=C2)C=CC1O